C1(CC1)C1=NN(C(=N1)C(N1C[C@@H](N(C[C@H]1C)C(=O)OC(C)(C)C)C)C1=CC=C(C=C1)F)C tert-butyl (2S,5R)-4-((3-cyclopropyl-1-methyl-1H-1,2,4-triazol-5-yl) (4-fluorophenyl)methyl)-2,5-dimethylpiperazine-1-carboxylate